3-(diphenylphosphino)benzaldehyde C1(=CC=CC=C1)P(C=1C=C(C=O)C=CC1)C1=CC=CC=C1